2-[4-(methanesulfonylmethyl)piperidin-1-yl]aniline CS(=O)(=O)CC1CCN(CC1)C1=C(N)C=CC=C1